FC1=C(C=CC=C1)C1=NC=CC(=C1)NC1=NC=NC2=CC(=C(C=C12)NC(C=C)=O)O[C@H]1CN(CC1)C(C)C (R)-N-(4-((2-(2-fluorophenyl)pyridin-4-yl)amino)-7-((1-isopropylpyrrolidin-3-yl)oxy)quinazolin-6-yl)acrylamide